ClC=1C=C2C(\C(\C(OC2=CC1)=O)=C/1\C(=C2N(CCCN2)C1(C1=CC=CC=C1)O)C(C1=CC=C(C=C1)Cl)=O)=O (E)-6-chloro-3-(8-(4-chlorobenzoyl)-6-hydroxy-6-phenyl-1,2,3,4-tetrahydropyrrolo[1,2-a]pyrimidin-7(6H)-ylidene)chroman-2,4-dione